1-(imidazo[1,2-a]pyridine-3-yl)methylamine N=1C=C(N2C1C=CC=C2)CN